OC1=C(C=CC=C1)CC1CC2(CN(C2)C(=O)N2C[C@@H]3[C@@H](OCC(N3)=O)CC2)C1 (4aR,8aS)-6-[6-[(2-Hydroxyphenyl)methyl]-2-azaspiro[3.3]heptane-2-carbonyl]-4,4a,5,7,8,8a-hexahydropyrido[4,3-b][1,4]oxazin-3-one